N1[C@H](CC1)C(=O)O (R)-azetidine-2-carboxylic acid